6-(3-amino-6-(3-((dimethylamino)methyl)-4-thiomorpholinophenyl)-5-fluoropyrazin-2-yl)-3,4-dihydroisoquinolin-1(2H)-one NC=1C(=NC(=C(N1)F)C1=CC(=C(C=C1)N1CCSCC1)CN(C)C)C=1C=C2CCNC(C2=CC1)=O